O1C(CC(C2=CC=CC=C12)=O)=O chromane-2,4-dione